CN(C(=O)C=1NC2=CC(=CC=C2C1)C1=CCCN(C1)C(CCN1N=CC=C1)=O)C N,N-dimethyl-6-[1-(3-pyrazol-1-ylpropanoyl)-3,6-dihydro-2H-pyridin-5-yl]-1H-indole-2-carboxamide